C1=2C=3NN=CC3NC(CCCCCC(=NC=C1)C2)=O 3,4,7,15-tetraazatricyclo[12.3.1.02,6]Octadec-1(18),2(6),4,14,16-pentaen-8-one